rel-(2S,3S)-4-benzyl-2-{[(tert-butyldimethylsilyl)oxy]methyl}-3-methylmorpholine C(C1=CC=CC=C1)N1[C@H]([C@H](OCC1)CO[Si](C)(C)C(C)(C)C)C |o1:8,9|